C(C)C(C(=O)O)=C.N(=NC(C#N)(C)C)C(C#N)(C)C azobisisobutyronitrile (ethyl acrylate)